ClC=1C=NN(C(C1Cl)=O)[C@@H](C(=O)NC1=CC(=C(C=C1)C)S(NCCC1=NC=CC=C1)(=O)=O)CC (R)-2-(4,5-dichloro-6-oxopyridazin-1(6H)-yl)-N-(4-methyl-3-(N-(2-(pyridin-2-yl)ethyl)sulfamoyl)phenyl)butanamide